C12CCC(CC1)[NH2+]2 7-azoniabicyclo[2.2.1]heptane